4-((5-chloro-4-(1-cyclopropyl-1H-pyrazol-4-yl)pyrimidin-2-yl)amino)-N-methylcyclohexane-1-carboxamide ClC=1C(=NC(=NC1)NC1CCC(CC1)C(=O)NC)C=1C=NN(C1)C1CC1